1-Tert-butyl (2R)-4-[1-[1-[(4-methoxyphenyl)methyl]-2,6-dioxo-3-piperidyl]-3-methyl-2-oxo-benzimidazol-4-yl]-2-methyl-piperazine-1-carboxylate COC1=CC=C(C=C1)CN1C(C(CCC1=O)N1C(N(C2=C1C=CC=C2N2C[C@H](N(CC2)C(=O)OC(C)(C)C)C)C)=O)=O